3-(2-methoxyethoxy)-3-(pyridin-2-yl)azetidine-1-carboxylic acid tert-butyl ester C(C)(C)(C)OC(=O)N1CC(C1)(C1=NC=CC=C1)OCCOC